[Si](C)(C)(C(C)(C)C)OCC1CC2=C(C=C(C(=C2C1)C)OCC(=O)NC)C#N 2-[[2-[[tert-Butyl(dimethyl)silyl]oxymethyl]-7-cyano-4-methyl-2,3-dihydro-1H-inden-5-yl]oxy]-N-methylacetamide